C(CCCCCCCCCCCCCCC)NC(\C=C\C(=O)O)=O N-n-hexadecyl-fumaric acid amide